2-(4-(2-Chloro-6-fluorophenoxy)-8-fluoro-5-((1,1,1-trifluoropropan-2-yl)oxy)pyrido[3,4-d]pyridazin-7-yl)-4-ethyl-5-(hydroxymethyl)-2,4-dihydro-3H-1,2,4-triazol-3-one ClC1=C(OC=2N=NC=C3C2C(=NC(=C3F)N3N=C(N(C3=O)CC)CO)OC(C(F)(F)F)C)C(=CC=C1)F